C1(CC1)NC(C1=C(C=CC=C1)SC1=CC=C2C(=NNC2=C1)\C=C\C1=NN(C=C1)CCN1CCCC1)=O N-cyclopropyl-2-({3-[(E)-2-{1-[2-(pyrrolidin-1-yl)ethyl]-1H-pyrazol-3-yl}vinyl]-1H-indazol-6-yl}thio)benzamide